bromo-3-[2-(cyclopropoxy)-1,1-difluoro-ethyl]-2-fluoro-benzene BrC1=C(C(=CC=C1)C(COC1CC1)(F)F)F